4-(7-bromo-6-chloro-3-cyano-2-(3-((dimethylamino)methyl)phenyl)-8-fluoroquinolin-4-yl)piperazine-1-carboxylic acid tert-butyl ester C(C)(C)(C)OC(=O)N1CCN(CC1)C1=C(C(=NC2=C(C(=C(C=C12)Cl)Br)F)C1=CC(=CC=C1)CN(C)C)C#N